[N-](S(=O)(=O)C(F)(F)F)S(=O)(=O)C(F)(F)F.C(CCC)[N+](C)(C)C Butyltrimethylammonium-bis(trifluoromethylsulfonyl)imid